BrC1=CC(=NN1C)NC(=O)[C@H]1N(C[C@@H](C1)F)C(=O)OC(C)(C)C tert-butyl (2S,4R)-2-((5-bromo-1-methyl-1H-pyrazol-3-yl) carbamoyl)-4-fluoropyrrolidine-1-carboxylate